(1R,4R,7R)-2-{2-[1-(cyclopropylmethyl)-6-[methyl(pyridin-4-yl)amino]-1H-pyrrolo[2,3-b]pyridin-2-yl]-7-methoxy-1-methyl-1H-1,3-benzodiazole-5-carbonyl}-2-azabicyclo[2.2.1]heptan-7-amine C1(CC1)CN1C(=CC=2C1=NC(=CC2)N(C2=CC=NC=C2)C)C2=NC1=C(N2C)C(=CC(=C1)C(=O)N1[C@@H]2CC[C@H](C1)[C@H]2N)OC